Zirconium phosphate zinc [Zn+2].P(=O)([O-])([O-])[O-].[Zr+4].P(=O)([O-])([O-])[O-]